ClC=1C(=C(C=CC1Cl)NC1=NC=NC2=CC3=C(C=C12)C(CO3)CNC(C=C)=O)F N-((4-((3,4-dichloro-2-fluorophenyl)amino)-6,7-dihydrofuro[3,2-g]quinazolin-6-yl)methyl)acrylamide